C(CCCCCCCCCCCCCCCCC)(=O)OC(C(O)(CO)CCCCCCCCCCCCCCCC(C)C)(CCCCCCCCCCCCCCCC(C)C)CCCCCCCCCCCCCCCC(C)C Triisostearyl-Glycerol stearate